CC1=CC=C(C=C1)OC 4-Methylanisole